ethyl 4-methoxy-2-[3-(1,3,5-trimethylpyrazol-4-yl)pyrazolo[1,5-a]pyridin-5-yl]thiazole-5-carboxylate COC=1N=C(SC1C(=O)OCC)C1=CC=2N(C=C1)N=CC2C=2C(=NN(C2C)C)C